C1(=CC=CC2=CC=CC=C12)[C@@H](C)N(C(OC(C)(C)C)=O)C[C@@H]1OC2=CC=CC=C2/C(/C1)=N/NS(=O)(=O)C1=CC=C(C)C=C1 tert-butyl ((R)-1-(naphthalen-1-yl)ethyl)(((R,E)-4-(2-tosylhydrazineylidene) chroman-2-yl)methyl)carbamate